9-(2,4,4-trimethylpentyl)-9-phosphabicyclo[4.2.1]nonan CC(CP1C2CCCCC1CC2)CC(C)(C)C